O=S1(C2=C(C=C1)C=CC(=C2)NC(C(=C)C2=C(C=CC=C2)F)=O)=O N-(1,1-dioxidobenzo[b]thiophen-6-yl)-2-(2-fluorophenyl)acrylamide